3-[3-Bromo-5-(1-hydroxy-1-methyl-ethyl)pyrazolo[1,5-a]pyrimidin-2-yl]benzonitrile BrC=1C(=NN2C1N=C(C=C2)C(C)(C)O)C=2C=C(C#N)C=CC2